2-picolinic acid sodium salt [Na+].N1=C(C=CC=C1)C(=O)[O-]